FC1(C[C@@](CC1)(C)[C@H](C1=C(C=CC=C1)C)NC1=C(C(C1=O)=O)NC1=C(C(=NC=C1)C(=O)N(C)C)O)F 4-((2-(((R)-((S)-3,3-difluoro-1-methylcyclopentyl)(o-tolyl)methyl)amino)-3,4-dioxocyclobut-1-en-1-yl)amino)-3-hydroxy-N,N-dimethylpicolinamide